cysteine zinc salt [Zn+2].N[C@@H](CS)C(=O)[O-].N[C@@H](CS)C(=O)[O-]